FC1(CCN(CCC1)C1=NC2=CC=CC(=C2C=C1C(=O)OCC)C(F)(F)F)F ethyl 2-(4,4-difluoroazepan-1-yl)-5-(trifluoromethyl)quinoline-3-carboxylate